(2S,3S)-N,N-BIS(4-METHOXYBENZYL)-3-METHYL-1-(TETRAHYDRO-2-FURANYL)-5-HEXENE-2-SULFONAMIDE COC1=CC=C(CN(S(=O)(=O)[C@@H](CC2OCCC2)[C@H](CC=C)C)CC2=CC=C(C=C2)OC)C=C1